C1(=CC=CC=C1)CC(=O)OC[C@]1(O[C@H]([C@@H]2OC(O[C@@H]21)(C)C)C2=CC=C1C(=NC=NN12)N)C#N ((3aS,4R,6S,6aS)-6-(4-aminopyrrolo[2,1-f][1,2,4]triazin-7-yl)-4-cyano-2,2-dimethyltetrahydrofuro[3,4-d][1,3]dioxol-4-yl)methyl 2-phenylacetate